ClC=1C=CC(=C(C1)C1=CC(=C(N=N1)OCCCS(=O)(=O)C)NC1=CC(=NC=C1)N)F N4-[6-(5-chloro-2-fluorophenyl)-3-(3-methylsulfonylpropoxy)pyridazin-4-yl]pyridine-2,4-diamine